2-[3-[(1R,2S,3R)-3-hydroxy-2-[(E,3S)-3-hydroxy-5-[2-(methoxymethyl)phenyl]pent-1-enyl]-5-oxocyclopentyl]sulfanylpropylsulfanyl]acetic acid O[C@H]1[C@@H]([C@H](C(C1)=O)SCCCSCC(=O)O)\C=C\[C@H](CCC1=C(C=CC=C1)COC)O